Cl.O1CCN(CC1)C=1C2=C(N=C(N1)NC1=CC(=NN1)C1=CC=NC=C1)C=CO2 4-morpholino-N-(3-(pyridin-4-yl)-1H-pyrazol-5-yl)furo[3,2-d]pyrimidin-2-amine hydrochloride